4-(4-Methoxyphenyl)-6-phenylpyrimidin-2-amine COC1=CC=C(C=C1)C1=NC(=NC(=C1)C1=CC=CC=C1)N